[N+](=O)([O-])C1=CC=C(C=C1)N1CC(C1)C(F)(F)F (4-nitrophenyl)-3-(trifluoromethyl)azetidine